ClCCCOC1=C(C=C2C=CC(=NC2=C1)OC1=CC=CC=C1)OC 7-[(3-chloropropyl)oxy]-6-methoxy-2-phenoxyquinoline